CC=1\C(\C(N(N1)C1=CC=CC=C1)=O)=C/C1=CC(=CC=C1)Br (E)-5-methyl-4-(3-bromobenzylidene)-2-phenyl-2,4-dihydro-3H-pyrazol-3-one